ClC=1C=NC(=NC1)N[C@H](CO)C 5-Chloro-2-(((S)-1-hydroxypropan-2-yl)amino)pyrimidin